[7-[(3-methyl-1H-indazol-6-yl)amino]-1-oxo-isoindolin-2-yl]-N-[3-(trifluoromethyl)phenyl]acetamide CC1=NNC2=CC(=CC=C12)NC=1C=CC=C2CN(C(C12)=O)CC(=O)NC1=CC(=CC=C1)C(F)(F)F